C(#N)C=1C=CC(=C(C1)C1=CC(=NC=C1C(=O)NC=1SC2=NC(=CC=C2N1)C1=CC=C(C=C1)C(NCC)=O)C)OC 4-(5-cyano-2-methoxyphenyl)-N-(5-(4-(ethylcarbamoyl)phenyl)thiazolo[5,4-b]pyridin-2-yl)-6-methylnicotinamide